2-[2-(2-triisopropylsiloxyethoxy)ethoxy]ethanol C(C)(C)[Si](OCCOCCOCCO)(C(C)C)C(C)C